C[C@@H]1N(CC=2N(C1)N=CC2N2S(NC[C@@H]2C)(=O)=O)C(=O)NC2=CC(=C(C(=C2)F)F)F (6S)-6-methyl-3-[(3S)-3-methyl-1,1-dioxo-1,2,5-thiadiazolidin-2-yl]-N-(3,4,5-trifluorophenyl)-6,7-dihydro-4H-pyrazolo[1,5-a]pyrazine-5-carboxamide